C(C)N(C)C1=CC=C(C#N)C=C1 4-(N-ethyl-N-methylamino)benzonitrile